4-(benzyloxy)-8-(2,6-dimethylphenoxy)-1-(3-(ethoxycarbonyl)thioureido)isoquinoline C(C1=CC=CC=C1)OC1=CN=C(C2=C(C=CC=C12)OC1=C(C=CC=C1C)C)NC(=S)NC(=O)OCC